FC1(C2CC(CC12)OCC1=CC=C(C=C1)F)C(=O)O 6-fluoro-3-[(4-fluorophenyl)methoxy]bicyclo[3.1.0]hexane-6-carboxylic acid